C1(=CC=CC2=CC=CC=C12)C1=CC=C(C=C1)N(C1=CC=CC=2C3=CC=CC=C3C3(C12)C1=CC=CC=C1C=1C=CC=CC13)C1=CC=C(C=C1)C=1C=CC=C3C2=CC=CC=C2OC13 N-[4-(naphthalene-1-yl)phenyl]-N-(4-{8-oxatricyclo[7.4.0.02,7]trideca-1(13),2,4,6,9,11-hexaen-6-yl}phenyl)-9,9'-spirobi[fluoren]-1-amine